C(C)OP(=O)(C)C1=CC=C(C=C1)N1C(OC2(C1)CCN(CC2)CC2=CC(=C(C=C2OCC)C2=CC=C(C=C2)F)C2CC2)=O.C(C)C(C(=O)N)C(=O)N 2-Ethyl-malonamide ethyl-(4-(8-((2-cyclopropyl-5-ethoxy-4'-fluoro-[1,1'-biphenyl]-4-yl)methyl)-2-oxo-1-oxa-3,8-diazaspiro[4.5]decan-3-yl)phenyl)(methyl)phosphinate